ethyl (S)-3-(3-(4-hydroxy-1-methyl-2-oxo-1,2-dihydropyridin-3-yl)ureido)-3-(3'-(trifluoro methoxy)biphenyl-3-yl)propanoate OC1=C(C(N(C=C1)C)=O)NC(N[C@@H](CC(=O)OCC)C=1C=C(C=CC1)C1=CC(=CC=C1)OC(F)(F)F)=O